5-[2-fluoro-6-hydroxy-4-(4-pyridinyl)phenyl]-1,1-dioxo-1,2,5-thiadiazolidin-3-one FC1=C(C(=CC(=C1)C1=CC=NC=C1)O)N1CC(NS1(=O)=O)=O